C(CCC)C=1N(C(=CN1)C=O)CC1=CC=C(C=C1)C=1C=C(C=CC1C#N)C1=CC=CC=C1 4''-((2-butyl-5-formyl-1H-imidazol-1-yl)methyl)-[1,1':3',1''-terphenyl]-4'-carbonitrile